SC=1C=C(C=CC1)C(C)=O 1-(3-mercaptophenyl)ethanone